CC[C@H]([C@@H](CCCCCCCCC)O)O (3R,4R)-tridecane-3,4-diol